1-heneicosanoyl-2-pentadecanoyl-glycero-3-phospho-(1'-sn-glycerol) CCCCCCCCCCCCCCCCCCCCC(=O)OC[C@H](COP(=O)(O)OC[C@H](CO)O)OC(=O)CCCCCCCCCCCCCC